3-(5-(1-((3-cyclohexyl-isoxazol-5-yl)methyl)piperidin-4-yl)-1-oxoisoindolin-2-yl)piperidine-2,6-dione C1(CCCCC1)C1=NOC(=C1)CN1CCC(CC1)C=1C=C2CN(C(C2=CC1)=O)C1C(NC(CC1)=O)=O